3-((1-(4-(difluoromethyl)phenyl)-4-methyl-1H-pyrazol-5-yl)methoxy)-6-(2-methoxypyrimidin-5-yl)pyridazine FC(C1=CC=C(C=C1)N1N=CC(=C1COC=1N=NC(=CC1)C=1C=NC(=NC1)OC)C)F